N-((1s,3s)-3-(6-((1-(6-(2-((2-(2,6-dioxopiperidin-3-yl)-1,3-dioxoisoindolin-4-yl)amino)acetamido)hexanoyl)piperidin-4-yl)amino)-9H-purin-9-yl)cyclobutyl)-6-methylpicolinamide O=C1NC(CC[C@@H]1N1C(C2=CC=CC(=C2C1=O)NCC(=O)NCCCCCC(=O)N1CCC(CC1)NC1=C2N=CN(C2=NC=N1)C1CC(C1)NC(C1=NC(=CC=C1)C)=O)=O)=O